CN(C(C(F)(F)F)=O)C N,N-Dimethyl-2,2,2-trifluoroacetamide